(difluoro((3-fluorophenyl)sulfonyl)methyl)piperidine tert-butyl-N-tert-butoxycarbonyl-N-(2,6-dichloro-3-fluoro-4-pyridyl)carbamate C(C)(C)(C)OC(N(C1=C(C(=NC(=C1)Cl)Cl)F)C(=O)OC(C)(C)C)=O.FC(S(=O)(=O)C1=CC(=CC=C1)F)(F)N1CCCCC1